CC=1SC(=CN1)C1=NC(=NC=C1C(F)(F)F)NC1CCN(CC1)C(=O)OC(C)(C)C tert-butyl 4-((4-(2-methylthiazol-5-yl)-5-(trifluoromethyl)pyrimidin-2-yl)amino)piperidine-1-carboxylate